(3S)-tert-Butyl 4-(7-amino-3-chloro-2-(2-fluorophenyl)-8-(o-tolyl)-1,6-naphthyridin-5-yl)-3-methylpiperazine-1-carboxylate NC1=NC(=C2C=C(C(=NC2=C1C1=C(C=CC=C1)C)C1=C(C=CC=C1)F)Cl)N1[C@H](CN(CC1)C(=O)OC(C)(C)C)C